3,3'-bis(trifluoromethyl)-(1,1'-biphenyl) FC(C=1C=C(C=CC1)C1=CC(=CC=C1)C(F)(F)F)(F)F